ClC=1C=C(C=CC1OC)C=1N=C(SC1)SC=1N=NNC1C(=O)O 4-((4-(3-chloro-4-methoxyphenyl)thiazol-2-yl)thio)-1H-1,2,3-triazole-5-carboxylic acid